1-(5-Aminopyridin-2-yl)-N-(4-methoxyphenyl)-3-methyl-1H-indol-5-amine NC=1C=CC(=NC1)N1C=C(C2=CC(=CC=C12)NC1=CC=C(C=C1)OC)C